methyl-4-chloro-6-fluoro-2',6'-dimethyl-[1,1'-biphenyl]-3-carbaldehyde CC1=C(C(=CC(=C1C=O)Cl)F)C1=C(C=CC=C1C)C